4-(dimethylcarbamoyl)benzene CN(C(=O)C1=CC=CC=C1)C